FC(N1N=C(C(=C1C)C=1C=NN2C1C=C(C=C2)C2=CC=C(O2)C(=O)OCC)C)F ethyl 5-[3-[1-(difluoromethyl)-3,5-di-methyl-pyrazol-4-yl] pyrazolo[1,5-a]pyridin-5-yl]furan-2-carboxylate